ethyl 1-(tert-butoxy carbonylamino)-2-cyclopropyl-cyclopropanecarboxylate C(C)(C)(C)OC(=O)NC1(C(C1)C1CC1)C(=O)OCC